C(CCCCCCCCCCCCCCCCC)C(O)C(O)CO stearyl-glycerin